5-chloro-2-fluoro-4-((isoquinolin-8-ylmethyl)amino)-N-(thiazol-2-yl)benzenesulfonamide ClC=1C(=CC(=C(C1)S(=O)(=O)NC=1SC=CN1)F)NCC=1C=CC=C2C=CN=CC12